2-(iodomethyl)oxetane ICC1OCC1